(2-(2-(6-Bromoquinolin-3-yloxy)ethoxy)pyridin-4-yl)methylamine BrC=1C=C2C=C(C=NC2=CC1)OCCOC1=NC=CC(=C1)CN